N-({4-amino-1H,3H-furo[3,4-c]quinolin-7-yl}methyl)-6-cyclopropyl-N-(4-fluoro-2-methoxyphenyl)pyridine-3-carboxamide NC1=NC=2C=C(C=CC2C2=C1COC2)CN(C(=O)C=2C=NC(=CC2)C2CC2)C2=C(C=C(C=C2)F)OC